N1=C(C=CC=2CNCCC12)P(O)(=O)O 5,6,7,8-tetrahydro-1,6-naphthyridine-2-phosphonic acid